2-((4-Fluoro-2-methylphenyl)amino)-5-(trifluoromethyl)benzoic acid FC1=CC(=C(C=C1)NC1=C(C(=O)O)C=C(C=C1)C(F)(F)F)C